(2-{[(1S)-1-(3-Fluoropyridin-2-yl)ethyl]amino}-4-methyl-1,3-thiazol-5-yl)[(3R)-3-methyl[1,4'-bipiperidine]-1'-yl]methanone FC=1C(=NC=CC1)[C@H](C)NC=1SC(=C(N1)C)C(=O)N1CCC(CC1)N1C[C@@H](CCC1)C